C(C)(C)(C)OC([C@@H](CC1=CC(=CC=C1)N1C(N(CC1)C1=CC(=CC=C1)OC([3H])([3H])[3H])=O)[C@@H]1CN(CC1)C(=O)OCCCC)=O butyl (3R)-3-[(1S)-2-tert-butoxy-2-oxo-1-[[3-[2-oxo-3-[3-(tritritiomethoxy)phenyl]imidazolidin-1-yl]phenyl]methyl]ethyl]pyrrolidine-1-carboxylate